C(C)(C)(C)OC(=O)N1CC(C1)OC1=CC=NC=C1 tert-butyl-3-(pyridin-4-yloxy)azetidine-1-carboxylate